(S)-4-(3-((tert-Butoxycarbonyl)amino)-3-methylpyrrolidin-1-yl)-2-cyano-2'-methoxy-[3,4'-bipyridine]-5-carboxylic acid ethyl ester C(C)OC(=O)C=1C(=C(C(=NC1)C#N)C1=CC(=NC=C1)OC)N1C[C@@](CC1)(C)NC(=O)OC(C)(C)C